ClC1=C(C=C(C=C1)[C@@H]1N(OCC1)C1=CC(=NC=N1)NC=1C(=CC(=C(C1)NC(C=C)=O)N1CCN(CC1)C1COC1)OC)F N-(5-((6-((R)-3-(4-chloro-3-fluorophenyl)-isoxazolidine-2-yl)pyrimidine-4-yl)amino)-4-methoxy-2-(4-(oxetane-3-yl)piperazine-1-yl)phenyl)acrylamide